ClC=1C=C(C=C2C=C(N=CC12)NC(=O)[C@H]1[C@H](C1)F)C1=CN=NC=C1C1CC1 |r| (±)-cis-N-(8-chloro-6-(5-cyclopropylpyridazin-4-yl)isoquinolin-3-yl)-2-fluorocyclopropanecarboxamide